(R)-1-(6-methylpyridazin-3-yl)ethan-1-amine HCl Cl.CC1=CC=C(N=N1)[C@@H](C)N